BrC=1C=C(C=2N(C1)C=C(N2)C)OC=2C=NNC2 6-bromo-2-methyl-8-(1H-pyrazol-4-yloxy)imidazo[1,2-a]pyridine